O=C1N(CCC(N1)=O)C1=C(C=C(C=C1)N1CCC(CC1)C=O)C 1-(4-(2,4-dioxotetrahydropyrimidin-1(2H)-yl)-3-methylphenyl)piperidine-4-carbaldehyde